1,3-dioxo-1,5,7,8-tetrahydrofuro[3,4-g]isoquinoline-6(3H)-carboxylic acid tert-butyl ester C(C)(C)(C)OC(=O)N1CC=2C=C3C(=CC2CC1)C(OC3=O)=O